benzyl (2S)-4-[7-(3-benzyloxy-1-naphthyl)-2-[(1R)-1-[(2R)-1-methylpyrrolidin-2-yl]ethoxy]-6,8-dihydro-5H-pyrido[3,4-d]pyrimidin-4-yl]-2-(cyanomethyl)piperazine-1-carboxylate C(C1=CC=CC=C1)OC=1C=C(C2=CC=CC=C2C1)N1CC=2N=C(N=C(C2CC1)N1C[C@@H](N(CC1)C(=O)OCC1=CC=CC=C1)CC#N)O[C@H](C)[C@@H]1N(CCC1)C